2-(6-{[2-Chloro-4-fluoro-5-(7-morpholin-4-yl-quinazolin-4-yl)-phenyl]hydroxy-methyl}pyridazin-3-yloxy)acetamide ClC1=C(C=C(C(=C1)F)C1=NC=NC2=CC(=CC=C12)N1CCOCC1)C(C1=CC=C(N=N1)OCC(=O)N)O